(1S,9S)-1-((R)-1-Acetamido-2-hydroxyethyl)-9-ethyl-5-fluoro-4-methyl-10,13-dioxo-2,3,9,10,13,15-hexahydro-1H,12H-benzo[de]pyrano[3',4':6,7]indolizino[1,2-b]quinolin-9-yl acetate C(C)(=O)O[C@@]1(C(OCC=2C(N3CC=4C(=NC=5C=C(C(=C6C5C4[C@H](CC6)[C@H](CO)NC(C)=O)C)F)C3=CC21)=O)=O)CC